C(C)(=O)O[C@@H]1[C@@H]([C@H](OC1OC(C)=O)CC(=O)N(C)C)OC(C)=O acetic acid [(2R,3R,4R)-4,5-diacetoxy-2-[2-(dimethylamino)-2-oxo-ethyl]-tetrahydrofuran-3-yl] ester